Ethylimino-[2-[3-ethylsulfonyl-5-(2-pyridyloxy)-2-pyridyl]-1-methylbenzimidazol-5-yl]oxo(trifluoromethyl)-λ6-sulfan C(C)N=S(C(F)(F)F)(=O)C1=CC2=C(N(C(=N2)C2=NC=C(C=C2S(=O)(=O)CC)OC2=NC=CC=C2)C)C=C1